C(C)(=O)C=1C=C(C=2N(C1)C(=CN2)C(=C)C)NC2CCN(CC2)C[C@@H]2CN(CCO2)C(=O)OC(C)(C)C tert-butyl (2R)-2-[[4-[(6-acetyl-3-isopropenyl-imidazo[1,2-a]pyridin-8-yl)amino]-1-piperidyl]methyl]morpholine-4-carboxylate